N-(6-methoxyisoquinolin-8-yl)-4-(4-methylpiperazin-1-yl)benzamide COC=1C=C2C=CN=CC2=C(C1)NC(C1=CC=C(C=C1)N1CCN(CC1)C)=O